rel-6-amino-N-(8-{3-[(2R,6S)-2,6-dimethylmorpholin-4-yl]propoxy}-7-methoxy-2,3-dihydroimidazo[1,2-c]quinazolin-5-yl)nicotinamide NC1=NC=C(C(=O)NC2=NC=3C(=C(C=CC3C=3N2CCN3)OCCCN3C[C@H](O[C@H](C3)C)C)OC)C=C1 |o1:27,29|